S1C=CC2=C1C=CC=C2.[Li] lithium benzothiophene salt